(S)-2-(1-acrylamido-3-pyrrolidinyl)-5-carbamoyl-6-(3,5-dimethoxyphenylethynyl)pyrazine C(C=C)(=O)NN1C[C@H](CC1)C1=NC(=C(N=C1)C(N)=O)C#CC1=CC(=CC(=C1)OC)OC